2-(2-thiazolyl)-2-methyl-4-hydroxy-5-amino-3(2H)-furanone S1C(=NC=C1)C1(OC(=C(C1=O)O)N)C